C1(CCCCC1)S(=O)(=O)C1CN(CCC1)CC=1C=C(C=CC1C)C(CC(=O)O)C1=C(C2=C(N(N=N2)C)C=C1)C 3-(3-((3-(Cyclohexylsulfonyl)piperidin-1-yl)methyl)-4-methylphenyl)-3-(1,4-dimethyl-1H-benzo[d][1,2,3]triazol-5-yl)propanoic acid